O=C(CNC(OC(C)(C)C)=O)C1=CC=C(C=C1)C(F)(F)F tert-butyl N-[2-oxo-2-[4-(trifluoromethyl)phenyl]ethyl]carbamate